4-chloro-N-methyl-N-[(3R)-1-methyl-3-piperidyl]-5,6,7,8-tetrahydrophthalazin-1-amine ClC1=NN=C(C=2CCCCC12)N([C@H]1CN(CCC1)C)C